C(C)OC(CCC1=NC(=NC(=C1CCC1=CC=C(C=C1)OC)NCCCC)N)=O 3-(2-amino-6-(butylamino)-5-(4-methoxyphenylethyl)pyrimidin-4-yl)propionic acid ethyl ester